C[C@H]1[C@@H]([C@H]([C@H]([C@@H](O1)OC2=C(OC3=CC(=CC(=C3C2=O)O)O)C4=CC(=C(C(=C4)OC)O)O)O)O)O The molecule is a glycosyloxyflavone that is 3'-O-methyltricetin substituted by an alpha-L-rhamnopyranosyl residue at position 3. It has a role as a metabolite. It is an alpha-L-rhamnoside, a glycosyloxyflavone, a monomethoxyflavone, a monosaccharide derivative, a trihydroxyflavone and a member of 3'-methoxyflavones. It derives from an alpha-L-rhamnopyranose and a 3'-O-methyltricetin.